[N+](=O)([O-])C(S(=O)(=O)[O-])C1=C(C=C(C=C1)C1=CC=CC=C1)C(=O)N1CCN(CC1)CC1=CC(=CC=C1)C(F)(F)F nitro-3-(4-(3-(trifluoromethyl) benzyl) piperazine-1-carbonyl)-[1,1'-biphenyl]-4-ylmethanesulfonate